ClC1=C(N(C(C2=C(C=CC=C12)C=1C=NC(=C(C1)C)OC)=O)C1=CC=CC=C1)[C@H](C)NC=1C2=C(N=CN1)NC=CC2=O (S)-4-((1-(4-chloro-8-(6-methoxy-5-methylpyridin-3-yl)-1-oxo-2-phenyl-1,2-dihydroisoquinolin-3-yl)ethyl)amino)pyrido[2,3-d]pyrimidin-5(8H)-one